ethyl 2-(2-((5-bromonaphthalen-2-yl)methoxy)phenyl)acetate BrC1=C2C=CC(=CC2=CC=C1)COC1=C(C=CC=C1)CC(=O)OCC